CC1(OC[C@H](O1)CC=1C=C(C=CC1)[C@](C(=O)NNC)(CCCC(CS(=O)(=O)CCO)(C)C)C)C (R)-2-(3-(((R)-2,2-dimethyl-1,3-dioxolan-4-yl)methyl)phenyl)-7-((2-hydroxyethyl)sulfonyl)-N',2,6,6-tetramethylheptanehydrazide